COC(=O)C1=C(CC(CC1)(C)C)C1=CC=C(C=C1)Cl 2-(4-chlorophenyl)-4,4-dimethylcyclohex-1-enecarboxylic acid methyl ester